3-fluoro-4-(4-morpholino-7-((2-(trimethylsilyl)ethoxy)methyl)-7H-pyrrolo[2,3-d]pyrimidin-6-yl)aniline FC=1C=C(N)C=CC1C1=CC2=C(N=CN=C2N2CCOCC2)N1COCC[Si](C)(C)C